NC1=C(C2=C(N=C(N=C2Cl)C)N1C1=C(C(=CC=C1C)OC)C)C(=O)OC methyl 6-amino-4-chloro-7-(3-methoxy-2,6-dimethylphenyl)-2-methyl-7H-pyrrolo[2,3-d]pyrimidine-5-carboxylate